methyl 4-(bis(4-methoxybenzyl)amino)-1-(2-(difluoromethyl)-6-nitrophenyl)-6-oxo-1,6-dihydropyrimidine-5-carboxylate COC1=CC=C(CN(C=2N=CN(C(C2C(=O)OC)=O)C2=C(C=CC=C2[N+](=O)[O-])C(F)F)CC2=CC=C(C=C2)OC)C=C1